The molecule is a polyamino carboxylic acid, the structure of which is that of BAPTA carrying bromine substituents at C-5 and C-5'. It has a role as a chelator. It derives from a BAPTA. C1=CC(=C(C=C1Br)OCCOC2=C(C=CC(=C2)Br)N(CC(=O)O)CC(=O)O)N(CC(=O)O)CC(=O)O